CON(C1=NC(=NC(=N1)NCC)NCC#C)C O,N-Dimethyl-N-(4-ethylamino-6-prop-2-ynylamino-[1,3,5]triazin-2-yl)-hydroxylamine